O1CCN(CC1)C=1C2=C(N=CN1)N(C(=C2)C2=CC=C(C=C2)NC(C2=NC=CC(=C2)CN2C[C@@H](CCC2)NS(=O)(=O)C=C)=O)COCC[Si](C)(C)C (R)-N-(4-(4-morpholino-7-((2-(trimethylsilyl)ethoxy)methyl)-7H-pyrrolo[2,3-d]pyrimidin-6-yl)phenyl)-4-((3-(vinyl-sulfonamido)piperidin-1-yl)methyl)picolinamide